1,2-Dimethylbenzene CC1=C(C=CC=C1)C